N1(N=CC=C1)C1=C2C(=NC=C1)C(=NN2C2CN(C2)C(C(=C)F)=O)C2=CC=C(C=C2)C(F)(F)F 1-(3-(7-(1H-pyrazol-1-yl)-3-(4-(trifluoromethyl)phenyl)-1H-pyrazolo[4,3-b]pyridin-1-yl)azetidin-1-yl)-2-fluoroprop-2-en-1-one